2-[4,6-bis-(2,4-dimethylphenyl)-1,3,5-triazin-2-yl]-5-(octyloxy)phenol CC1=C(C=CC(=C1)C)C1=NC(=NC(=N1)C1=C(C=C(C=C1)C)C)C1=C(C=C(C=C1)OCCCCCCCC)O